ethyl (1-fluorovinyl) sulfide FC(=C)SCC